CC(C)(C)[S@@](=O)N[C@H](C)C1=C(SC2=C1N=C1N(CC[C@H]3COCCN31)C2=O)C (R)-2-methyl-N-((R)-1-((S)-10-methyl-8-oxo-1,2,4,4a,5,6-hexahydro-8H-thieno[3'',2'':4',5']pyrimido[2',1':2,3]pyrimido[6,1-c][1,4]oxazin-11-yl)ethyl)propane-2-sulfinamide